4-(6-(4-benzyl-4-hydroxypiperidin-1-yl)pyridin-3-yl)-6-ethoxypyrazolo[1,5-a]pyridine-3-carbonitrile C(C1=CC=CC=C1)C1(CCN(CC1)C1=CC=C(C=N1)C=1C=2N(C=C(C1)OCC)N=CC2C#N)O